P1C=C(C=C1)N 3-phospholamine